CN1N=C(C=C1[Sn](CCCC)(CCCC)CCCC)CNC(OC(C)(C)C)=O tert-butyl ((1-methyl-5-(tributylstannyl)-1H-pyrazol-3-yl)methyl)carbamate